C(CCC)(=O)N1CC2(CC2)C[C@H]1C(=O)N[C@@H](C[C@H]1C(NCC1)=O)C(COC(F)(F)F)=O (S)-5-butyryl-N-((S)-3-oxo-1-((S)-2-oxopyrrolidin-3-yl)-4-(trifluoromethoxy)butan-2-yl)-5-azaspiro[2.4]heptane-6-carboxamide